(S)-tetrahydro-2H-pyran-4-yl(6-(3H-[1,2,3]triazolo[4,5-b]pyridin-6-yl)thieno[2,3-b]pyridin-2-yl)methanol O1CCC(CC1)[C@H](O)C1=CC=2C(=NC(=CC2)C=2C=C3C(=NC2)NN=N3)S1